C(C1=CC=CC=C1)OC=1C=C2C(=CN1)OC(=C2C(=O)NC2CNCC2(F)F)C 5-(benzyloxy)-N-(4,4-difluoropyrrolidin-3-yl)-2-methylfuro[2,3-c]pyridine-3-carboxamide